N(=[N+]=[N-])CCCCC(=O)ON1C(CCC1=O)=O 2,5-dioxo-pyrrolidin-1-yl 5-azido-pentanoate